C[Si](CCOCN1N=CC(=C1)C(=O)[O-])(C)C 1-(2-trimethylsilylethoxymethyl)pyrazole-4-carboxylate